COC(=O)C=1C(N(C2=NC(=CC=C2C1N)C(F)(F)F)C1=C2C=CN=C(C2=CC=C1)Cl)=O 4-Amino-1-(1-chloroisoquinolin-5-yl)-2-oxo-7-(trifluoromethyl)-1,2-dihydro-1,8-naphthyridine-3-carboxylic acid methyl ester